Rhenium(IV) sulfide [Re](=S)=S